N1(CCCC1)CCOCCOCCN1CCCC1 1,2-bis(2-pyrrolidinoethoxy)ethane